COC(=O)C1=NC(=NC(=C1)C)N1CC(CCC1)F.CC(C(CS(=O)(=O)N[C@H]1CN(CCC1)C(=O)NC1=CC=C(C=C1)OC(F)(F)F)=O)C (R)-3-(3-methyl-2-oxobutylsulfonamido)-N-(4-(trifluoromethoxy)phenyl)piperidine-1-carboxamide methyl-2-(3-fluoropiperidin-1-yl)-6-methylpyrimidine-4-carboxylate